[(4S)-2-Oxooxazolidin-4-yl]methyl 3-[6-[3-(trifluoromethyl)pyrrolidin-1-yl]-3-pyridyl]azetidine-1-carboxylate FC(C1CN(CC1)C1=CC=C(C=N1)C1CN(C1)C(=O)OC[C@H]1NC(OC1)=O)(F)F